(3-bromo-5-fluoro-pyridin-2-yl)-hydrazine BrC=1C(=NC=C(C1)F)NN